(3-(4-(benzo[d]isothiazol-3-yl)piperazin-1-yl)propoxy)-6-methyl-5,6-dihydro-1H-pyrrolo[3,2,1-ij]quinolin-4(2H)-one S1N=C(C2=C1C=CC=C2)N2CCN(CC2)CCCOC2CN1C(CC(C3=CC=CC2=C13)C)=O